7-(((8S,8aR)-octahydroindolizin-8-yl)amino)pyrazolo[1,5-d][1,2,4]triazin-4(5H)-one C1CCN2CCC[C@@H]([C@@H]12)NC1=NNC(C=2N1N=CC2)=O